N,N-dimethylsulfonamide CN(S(=O)=O)C